2-(3-(hydroxyamino)-3-oxoprop-1-en-1-yl)benzamide ONC(C=CC1=C(C(=O)N)C=CC=C1)=O